N1N=C(C=C1)C1=CN(C2=NC=C(C=C21)C2=CC=C(C=C2)N2CCN(CC2)C)[SH4]OOC2=CC=C(C=C2)C 3-(1H-pyrazol-3-yl)-1-[(4-methylphenyl)dioxy-λ6-sulfanyl]-5-[4-(4-methylpiperazin-1-yl)phenyl]pyrrolo[2,3-b]pyridine